C(=O)(OC(C)(C)C)N[C@@H](CCO)C(=O)O N-Boc-homoSerine